C(C)S(=O)(=O)NC1=C(C=C(C=C1)C1=NNC(=C1C(=O)N)NC1=NC(=CN=C1)C(F)(F)F)OCC1=CC=C(C=C1)F 3-(4-(ethylsulfonamido)-3-((4-fluorobenzyl)oxy)phenyl)-5-((6-(trifluoromethyl)pyrazin-2-yl)amino)-1H-pyrazole-4-carboxamide